3-[(1R)-1-(4-bromo-2-pyridyl)-2,2-difluoro-ethoxy]-5-(2,4-ditert-butoxypyrimidin-5-yl)-1-methyl-pyrazolo[3,4-c]pyridazine BrC1=CC(=NC=C1)[C@H](C(F)F)OC1=NN(C2=NN=C(C=C21)C=2C(=NC(=NC2)OC(C)(C)C)OC(C)(C)C)C